C(C)(=O)NC1=C(C=C(C=C1)NC1=C(C=CC(=C1)F)C1=C(C=C(C(=C1)Cl)CO)F)C(F)(F)F N-(4-Acetamido-3-(trifluoromethyl)phenyl)-2'-amino-5-chloro-2,4'-difluoro-[1,1'-biphenyl]-4-methanol